2-(3-(3-Isopropoxyphenyl)-4-(4-sulfamoylbenzyl)-1H-pyrazol-1-yl)thiazole-4-carboxylic acid isopropyl ester C(C)(C)OC(=O)C=1N=C(SC1)N1N=C(C(=C1)CC1=CC=C(C=C1)S(N)(=O)=O)C1=CC(=CC=C1)OC(C)C